ClC1=C(C=CC=C1B1OC(C(O1)(C)C)(C)C)NC(=O)C=1N(C2=C(CN(CC2)C(=O)OC(C)(C)C)N1)C tert-Butyl 2-((2-chloro-3-(4,4,5,5-tetramethyl-1,3,2-dioxaborolan-2-yl)phenyl)carbamoyl)-1-methyl-1,4,6,7-tetrahydro-5H-imidazo[4,5-c]pyridine-5-carboxylate